Cl.N[C@@H](CO)C1=CC(=CC(=C1)OC)F (R)-2-amino-2-(3-fluoro-5-methoxyphenyl)ethanol hydrochloride